NC1=CC=C(C(=C1C(=O)N(C)C)F)C=1C=C2C(=NC1)NC[C@]21[C@H](C1)C(C)C 6-Amino-2-fluoro-3-((1R,2R)-2-isopropyl-1',2'-dihydrospiro[cyclopropane-1,3'-pyrrolo[2,3-b]pyridin]-5'-yl)-N,N-dimethylbenzamide